1-(5-fluoro-2-hydroxy-4-(isopropylamino)-3-nitrophenyl)ethan-1-one FC=1C(=C(C(=C(C1)C(C)=O)O)[N+](=O)[O-])NC(C)C